1-(3,4-Dichlorophenyl)-N-(2-(isochroman-4-yl)ethyl)methanesulfonamide ClC=1C=C(C=CC1Cl)CS(=O)(=O)NCCC1COCC2=CC=CC=C12